1,2,4-oxadiazol-yl-naphthalen-1-amine O1N=C(N=C1)C1=C(C2=CC=CC=C2C=C1)N